2-azaspiro[3.3]heptan-6-one C1NCC12CC(C2)=O